C(C)OC(=O)C1=C(C=CC(N1)=C=O)Br (E)-6-(ethoxy)-carbonyl-5-bromo-2-carbonyl-1,2-dihydropyridine